5-[6-benzyl-3-(1H-imidazol-5-yl)imidazo[1,2-a]pyrimidin-2-yl]-3-(trifluoromethyl)-1H-1,2,4-triazole C(C1=CC=CC=C1)C=1C=NC=2N(C1)C(=C(N2)C2=NC(=NN2)C(F)(F)F)C2=CN=CN2